(3S)-6-chloro-2'-(5-chloro-2-methylphenyl)-6'-(propan-2-yl)-5'-(2,4,6-trimethoxy-pyrimidin-5-yl)-1,2,3',5'-tetrahydro-2'H-spiro[indol-3,1'-pyrrolo[3,4-c]pyrrol]-2,3'-dion ClC1=CC=C2C(=C1)NC([C@]21N(C(C=2C1=C(N(C2)C=2C(=NC(=NC2OC)OC)OC)C(C)C)=O)C2=C(C=CC(=C2)Cl)C)=O